(S)-3-Amino-3-(4-(methylsulfonyl)phenyl)propionitrile hydrochloride Cl.N[C@@H](CC#N)C1=CC=C(C=C1)S(=O)(=O)C